(2r,5s)-1-((4-fluoro-2-methoxyphenyl)(4-fluorophenyl)methyl)-2,5-dimethylpiperazine HCl Cl.FC1=CC(=C(C=C1)C(N1[C@@H](CN[C@H](C1)C)C)C1=CC=C(C=C1)F)OC